ClC=1C(=NC(=NC1)N1N=C(N=C1)C)N1CCNCC1 5-chloro-2-(3-methyl-1H-1,2,4-triazol-1-yl)-4-(piperazin-1-yl)pyrimidine